phthalideselon C1(=O)OC(C2=CC=CC=C12)=[Se]